CC1=CC=C2CC(NC2=C1)=O 6-methylindoline-2-on